Benzyl-2-(2-tert-butyl-6-methyl-phenyl)-[1,2,4]thiadiazolidine-3,5-dione C(C1=CC=CC=C1)N1C(N(SC1=O)C1=C(C=CC=C1C)C(C)(C)C)=O